(tert-Butoxymethyl)-4,6-dimethyl-1-(pyrimidin-2-ylmethyl)piperazine-2,5-dione C(C)(C)(C)OCC1C(N(C(C(N1C)=O)C)CC1=NC=CC=N1)=O